OC(CCCCC)(P(O)(O)=O)P(O)(O)=O (1-hydroxyhexane-1,1-diyl)bisphosphonic acid